3-(4-((2-amino-4-(butylamino)-6-methylpyrimidin-5-yl)methyl)-3-methoxyphenyl)propionic acid NC1=NC(=C(C(=N1)NCCCC)CC1=C(C=C(C=C1)CCC(=O)O)OC)C